Yttrium Barium Copper Oxide [Cu]=O.[Ba].[Y]